C1(CC1)S(=O)(=O)NC=1SC=C(N1)C(C(=O)NC1=NC=C(C=C1)C1=CC(=CC(=C1)OC)F)(C)C 2-(2-(cyclopropanesulfonylamino)thiazol-4-yl)-N-(5-(3-fluoro-5-methoxyphenyl)pyridin-2-yl)-2-methylpropanamide